CON(C(=O)C1(CC1)C1=CC=C(C=C1)C(F)(F)F)C N-methoxy-N-methyl-1-(4-(trifluoromethyl)phenyl)cyclopropane-1-carboxamide